[Si](C)(C)(C(C)(C)C)OC1CN(C1)C1=NC=C(C(=N1)N)OC 2-{3-[(tert-butyldimethylsilyl)oxy]azetidin-1-yl}-5-methoxypyrimidin-4-amine